C(C)C1(COC1)N 3-ethyloxetan-3-amine